C(C)S(=O)(=O)N1CC(C1)(NN)CC#N 2-(1-(ethylsulfonyl)-3-hydrazinoazetidin-3-yl)acetonitrile